Diethyl (4-(8-(4-methoxyphenethyl)-2,6-dioxo-1-(prop-2-yn-1-yl)-1,2,6,7-tetrahydro-3H-purin-3-yl)butyl)phosphonate COC1=CC=C(CCC2=NC=3N(C(N(C(C3N2)=O)CC#C)=O)CCCCP(OCC)(OCC)=O)C=C1